5-bromo-3-((4-methoxy-3-(piperazin-1-yl)phenyl)sulfonyl)-1-methyl-1H-indole BrC=1C=C2C(=CN(C2=CC1)C)S(=O)(=O)C1=CC(=C(C=C1)OC)N1CCNCC1